BrC1=CC(=C(OC[C@H](CC(C)C)NC(OC(C)(C)C)=O)C=C1F)F (S)-tert-butyl (1-(4-bromo-2,5-difluorophenoxy)-4-methylpentan-2-yl)carbamate